(7-methyl-2-(5-(trifluoromethyl)-1,2,4-oxadiazol-3-yl)-4,7-dihydrothieno[2,3-c]pyridin-6(5H)-yl)(phenyl)methanone CC1N(CCC2=C1SC(=C2)C2=NOC(=N2)C(F)(F)F)C(=O)C2=CC=CC=C2